(5'S,7a'R)-3-fluoro-5'-(5-fluoro-6-methylpyridin-3-yl)-1-(3-fluoropyrazolo[1,5-a]pyrimidin-7-yl)tetrahydro-3'H-spiro[piperidine-4,2'-pyrrolo[2,1-b][1,3]oxazol]-3'-one FC1CN(CCC12C(N1[C@H](O2)CC[C@H]1C=1C=NC(=C(C1)F)C)=O)C1=CC=NC=2N1N=CC2F